Magnesium-boron [B].[Mg]